ClC=1C=C(C=CC1F)NC1=NC=NC2=CC(=C(C=C12)OC1CCOCC1)OCCOC 4-[(3-chloro-4-fluoro-phenyl)amino]-6-(tetrahydropyran-4-yloxy)-7-(2-methoxy-ethoxy)-quinazoline